methyl (E)-3-(3-(N-((4-(3-morpholino-1,2,4-oxadiazol-5-yl)bicyclo[2.2.2]octan-1-yl)methyl) cyclohexanecarboxamido)phenyl)acrylate O1CCN(CC1)C1=NOC(=N1)C12CCC(CC1)(CC2)CN(C(=O)C2CCCCC2)C=2C=C(C=CC2)/C=C/C(=O)OC